NC=1C=CC(=C2CN(C(C12)=O)CC(C#N)=C)C=1C=CC=2NC3=CC=CC=C3C2C1 2-{[7-amino-4-(9H-carbazol-3-yl)-1-oxo-2,3-dihydro-1H-isoindol-2-yl]methyl}prop-2-enenitrile